O=C1N(N=C2N1CCCC2)CC2=CC(=NC1=CC=CC=C21)C(F)(F)F (5S)-3-Oxo-2-{[2-(trifluoromethyl)chinolin-4-yl]methyl}-2,3,5,6,7,8-hexahydro[1,2,4]triazolo[4,3-a]pyridin